1'-(6-amino-5-((2-amino-3-chloropyridin-4-yl)thio)pyrazin-2-yl)-1,3-dihydrospiro[indene-2,4'-piperidin]-1-amine NC1=C(N=CC(=N1)N1CCC2(CC1)C(C1=CC=CC=C1C2)N)SC2=C(C(=NC=C2)N)Cl